1,2-bis(2-aminophenylthio)-ethane NC1=C(C=CC=C1)SCCSC1=C(C=CC=C1)N